7-amino-3-methoxy-1-phenyl-1H-benzo[g]indazole-4,5-dione NC=1C=CC2=C(C(C(C=3C(=NN(C23)C2=CC=CC=C2)OC)=O)=O)C1